5-((1-((2-chloropyridin-3-yl)methyl)azetidin-3-yl)oxy)-6-(4-fluorophenyl)isoindolin-1-one ClC1=NC=CC=C1CN1CC(C1)OC=1C=C2CNC(C2=CC1C1=CC=C(C=C1)F)=O